ClC1=CC2=C(N(CN(C2=O)C2=C(NC(C=C2)=O)C)C2=C(C=C(C=C2)F)C(C)C)N=C1 6-chloro-1-(4-fluoro-2-isopropylphenyl)-3-(2-methyl-6-oxo-1,6-dihydropyridin-3-yl)-2,3-dihydropyrido[2,3-d]pyrimidin-4(1H)-one